N-(3-((2,6-dioxopiperidin-3-yl)amino)phenyl)-2-((R)-2-(trifluoromethyl)piperazin-1-yl)acetamide hydrochloride Cl.O=C1NC(CCC1NC=1C=C(C=CC1)NC(CN1[C@H](CNCC1)C(F)(F)F)=O)=O